3,4-di-tert-butylhydroxytoluene C(C)(C)(C)C=1C=C(CO)C=CC1C(C)(C)C